(S)-(5-(6-(2-methylmorpholino)-1H-benzo[d]imidazol-2-yl)-1H-pyrrol-3-yl)(2-(trifluoromethyl)phenyl)methanone C[C@@H]1OCCN(C1)C=1C=CC2=C(NC(=N2)C2=CC(=CN2)C(=O)C2=C(C=CC=C2)C(F)(F)F)C1